C(C(C(=O)[O-])S)(C(=O)O)S.[Na+] meso-2,3-dimercaptosuccinic acid sodium salt